rac-(2E)-3-(1,3-benzodioxol-5-yl)-N-phenyl-N-(tetrahydro-3-furanyl)-2-propenamide O1COC2=C1C=CC(=C2)/C=C/C(=O)N(C2COCC2)C2=CC=CC=C2